C12CC3(CCC(CC(C1)C3)C2)O Tricyclo[4.3.1.1(3,8)]undecan-3-ol